2-(6-((4-(4-methylpiperazin-1-yl)phenyl)amino)pyrimidin-4-yl)isoxazolidin CN1CCN(CC1)C1=CC=C(C=C1)NC1=CC(=NC=N1)N1OCCC1